ethyl (Z)-3-amino-4,4,4-trifluoro-but-2-enoate N\C(=C/C(=O)OCC)\C(F)(F)F